PHTHALAZINON C1(NN=CC2=CC=CC=C12)=O